methyl 2-(5-bromo-2-((tert-butyldimethylsilyl)oxy)phenyl)-4,4-dimethyl-3-oxopentanoate BrC=1C=CC(=C(C1)C(C(=O)OC)C(C(C)(C)C)=O)O[Si](C)(C)C(C)(C)C